p-dimethyl-Pyridine CN1CC=C(C=C1)C